(S)-5-(2-(2-methylazetidin-1-yl)-6,7-dihydro-5H-cyclopenta[d]pyrimidin-4-yl)-1H-benzo[d][1,2,3]triazole C[C@@H]1N(CC1)C=1N=C(C2=C(N1)CCC2)C2=CC1=C(NN=N1)C=C2